N-(5-Bromo-2-(3-(piperidin-1-yl)azetidin-1-yl)pyridin-3-yl)methanesulfonamide BrC=1C=C(C(=NC1)N1CC(C1)N1CCCCC1)NS(=O)(=O)C